3-{[5-(2-Chloro-5-cyanophenyl)-1-trityl-1H-indazol-3-yl]carbamoyl}-1-azaspiro[5.5]undecane-1-carboxylic acid tert-butyl ester C(C)(C)(C)OC(=O)N1CC(CCC12CCCCC2)C(NC2=NN(C1=CC=C(C=C21)C2=C(C=CC(=C2)C#N)Cl)C(C2=CC=CC=C2)(C2=CC=CC=C2)C2=CC=CC=C2)=O